(2R,3R,4S,5R,6S)-2-(Acetoxymethyl)-6-(methylthio)-4-(4-(3,4,5-trifluorophenyl)-1H-1,2,3-triazol-1-yl)tetrahydro-2H-pyran-3,5-diyl diacetate C(C)(=O)O[C@H]1[C@H](O[C@H]([C@@H]([C@H]1N1N=NC(=C1)C1=CC(=C(C(=C1)F)F)F)OC(C)=O)SC)COC(C)=O